(Z)-6-(3-((tert-butyldimethylsilyl)oxy)phenyl)-8-(4-fluorobenzyl)-2-(furan-2-ylmethylene)imidazo[1,2-a]Pyrazin-3(2H)-one [Si](C)(C)(C(C)(C)C)OC=1C=C(C=CC1)C=1N=C(C=2N(C1)C(/C(/N2)=C/C=2OC=CC2)=O)CC2=CC=C(C=C2)F